FCCN1C(C(=CC=C1)C1=CN2C(S1)=C(C=N2)C(=O)N)=O 2-(1-(2-fluoroethyl)-2-oxo-1,2-dihydropyridin-3-yl)pyrazolo[5,1-b]thiazole-7-carboxamide